N=C1NS(C=C(N1)C)(=O)=O 3-imino-5-methyl-1,2,4-thiadiazine 1,1-dioxide